tert-butyl (1,1-dimethyl-7-(4-(trifluoromethyl)-1H-pyrazol-1-yl)isochroman-4-yl)(methyl)carbamate CC1(OCC(C2=CC=C(C=C12)N1N=CC(=C1)C(F)(F)F)N(C(OC(C)(C)C)=O)C)C